2,6-difluoro-4-(1H-1,2,3-triazol-1-yl)benzene FC1=CC(=CC(=C1)N1N=NC=C1)F